C(C)(C)OC=1C=CC=CC1 3-isopropoxy-benzene